FC=1C=C(C=C(C1CN[C@H]1CNC(C1)=O)OC)C=1C(=C(C=CC1)C1=C(C(=CC=C1)NC(=O)C=1C(N(C(N(C1)C)=O)C)=O)C)C (R)-N-(3''-fluoro-5''-methoxy-2,2'-dimethyl-4''-(((5-oxopyrrolidin-3-yl)amino)methyl)-[1,1':3',1''-terphenyl]-3-yl)-1,3-dimethyl-2,4-dioxo-1,2,3,4-tetrahydropyrimidine-5-carboxamide